C1(CC1)C=1C(=NON1)C(=O)NC(C(C1CC1)C1CC1)C=1OC2=C(N1)C=C(C=C2)CN2C(NCC2C(F)(F)F)=O 4-Cyclopropyl-N-(2,2-dicyclopropyl-1-(5-((2-oxo-5-(trifluoromethyl)imidazolidin-1-yl)methyl)benzo[d]oxazol-2-yl)ethyl)-1,2,5-oxadiazole-3-carboxamide